(1r,4r)-N1-(5-Chloro-4-(6-(3,5-dimethylisoxazol-4-yl)imidazo[1,2-a]pyridin-3-yl)pyrimidin-2-yl)cyclohexane-1,4-diamine ClC=1C(=NC(=NC1)NC1CCC(CC1)N)C1=CN=C2N1C=C(C=C2)C=2C(=NOC2C)C